5-(3-((6-(2-hydroxypropan-2-yl)pyridin-2-yl)methoxy)pyridin-2-yl)-1-methyl-N-(3-(methylsulfonamido)phenyl)-1H-pyrrole-3-carboxamide OC(C)(C)C1=CC=CC(=N1)COC=1C(=NC=CC1)C1=CC(=CN1C)C(=O)NC1=CC(=CC=C1)NS(=O)(=O)C